[Si](C)(C)(C(C)(C)C)OCCOCCN(CCOCCO[Si](C(C)(C)C)(C)C)[C@H](C(=O)OCC)CCCNC(=N)N (S)-ethyl 10-(2-(2-((tert-butyldimethylsilyl)oxy)ethoxy)ethyl)-11-(3-guanidinopropyl)-2,2,3,3-tetramethyl-4,7-dioxa-10-aza-3-siladodecan-12-oate